(S)-4-((4-(5,6,7,8-tetrahydro-1,8-naphthyridin-2-yl)butyl)(((R)-tetrahydrofuran-2-yl)methyl)amino)-2-(3-(trifluoromethyl)picolinamido)butanoic acid N1=C(C=CC=2CCCNC12)CCCCN(CC[C@@H](C(=O)O)NC(C1=NC=CC=C1C(F)(F)F)=O)C[C@@H]1OCCC1